C(CCCCCCCCCCC(=O)O)C(=O)O undecane-1,11-dicarboxylic acid